N1=CC(=CC=C1)C(C)(C)N1CCC(CC1)(CCC=1SC=CC1)C1=NC=CC=C1 2-(1-(2-(pyridin-3-yl)propan-2-yl)-4-(2-(thiophen-2-yl)ethyl)piperidin-4-yl)pyridine